(6-Bromo-2-pyridyl)-(1-methyl-4-piperidyl)methanon BrC1=CC=CC(=N1)C(=O)C1CCN(CC1)C